ClC1=NC=C(C(=N1)C1=CN(C2=CC=CC=C12)C)N(C(C(C)C)=O)C N-(2-chloro-4-(1-methyl-1H-indol-3-yl)pyrimidin-5-yl)-N-methyl-isobutyramide